tert-butyl 6-(3-methyl-5-nitro-indazol-1-yl)-2-azaspiro[3.3]Heptane-2-carboxylate CC1=NN(C2=CC=C(C=C12)[N+](=O)[O-])C1CC2(CN(C2)C(=O)OC(C)(C)C)C1